2-hydroxy-ethylene glycol OC(CO)O